7-Methoxy-1-(p-Tolylsulfonyl)-4-(trifluoromethyl)pyrrolo[2,3-c]pyridine-2-carbaldehyde COC=1N=CC(=C2C1N(C(=C2)C=O)S(=O)(=O)C2=CC=C(C=C2)C)C(F)(F)F